(S)-2-(3-((4-bromo-2-fluorophenoxy)methyl)pyrrolidin-1-yl)-5-ethylpyrimidine BrC1=CC(=C(OC[C@@H]2CN(CC2)C2=NC=C(C=N2)CC)C=C1)F